N1SC=CC2=NC=CN=C12 5-azathianaphthyridine